(4R)-N-ethyl-4-methyl-7-oxo-1-({2,3',5'-trifluoro-[1,1'-biphenyl]-3-yl}methyl)-9-oxa-2,6-diazaspiro[4.5]decane-2-carboxamide C(C)NC(=O)N1C(C2([C@@H](C1)C)NC(COC2)=O)CC=2C(=C(C=CC2)C2=CC(=CC(=C2)F)F)F